COC([C@@H](NC(=O)OC(C)(C)C)CSC(C1=CC=CC=C1)=O)=O S-benzoyl-N-(tert-butoxycarbonyl)-L-cysteine methyl ester